CC=1N=C(N2N=C(C=C(C21)C2=CC=NN2C)N2CCOCC2)C2=CC=NN2 4-(5-methyl-4-(1-methyl-1H-pyrazol-5-yl)-7-(1H-pyrazol-5-yl)imidazo[1,5-b]pyridazin-2-yl)morpholine